6-[(1S,3R,4S,5R)-5-[[5-cyclopropyl-3-(2,6-dichlorophenyl)-1,2-oxazol-4-yl]methoxy]-3-methyl-2-azabicyclo[2.2.1]heptan-2-yl]pyridine-3-carboxylic acid C1(CC1)C1=C(C(=NO1)C1=C(C=CC=C1Cl)Cl)CO[C@H]1[C@@H]2[C@H](N([C@H](C1)C2)C2=CC=C(C=N2)C(=O)O)C